2-(2-((cyclopropylmethyl)sulphonylamino)thiazol-4-yl)-2-methyl-N-(5-(6-(trifluoromethyl)pyrazin-2-yl)pyridin-2-yl)propanamide C1(CC1)CS(=O)(=O)NC=1SC=C(N1)C(C(=O)NC1=NC=C(C=C1)C1=NC(=CN=C1)C(F)(F)F)(C)C